CC1=CC(=C(N)C=C1C(F)(F)F)[N+](=O)[O-] 4-Methyl-2-nitro-5-(trifluoromethyl)aniline